FC(C)(F)C1=CC(=NC=C1)N1N=CC(=C1)S(=O)(=O)Cl 1-(4-(1,1-difluoroethyl)pyridin-2-yl)-1H-pyrazole-4-sulfonyl chloride